N1(CCCC1)CC1=CC=C(C=C1)C=1N=NNC1 4-(4-(pyrrolidin-1-ylmethyl)phenyl)-1H-1,2,3-triazol